CC1(CC(C1)(O)C1=CC=2C(=NC(=CC2)C2=CC=3C(N=C2)=NN(C3)C)S1)C(F)(F)F cis-3-methyl-1-(6-(2-methyl-2H-pyrazolo[3,4-b]pyridin-5-yl)thieno[2,3-b]pyridin-2-yl)-3-(trifluoromethyl)cyclobutanol